FC(C(C(F)(F)F)(O)C1=CC=C(C=C1)C1=C(C=C(C=C1)CN1C(CN(CC1)CC1=CC=NC=C1)CC(=O)OCCOCC)C)(F)F 2-ethoxyethyl 2-(1-((4'-(1,1,1,3,3,3-hexafluoro-2-hydroxypropan-2-yl)-2-methyl-[1,1'-biphenyl]-4-yl)methyl)-4-(pyridin-4-ylmethyl)piperazin-2-yl)acetate